3,4-Dichlorophenylalanine ClC=1C=C(C[C@H](N)C(=O)O)C=CC1Cl